6-((1S,4S)-2,5-diazabicyclo[2.2.1]heptan-2-yl)-N-(3-chloro-4-(cyclopropylmethoxy)-2-fluorophenyl)pyrimido[5,4-d]pyrimidin-4-amine [C@@H]12N(C[C@@H](NC1)C2)C=2N=CC=1N=CN=C(C1N2)NC2=C(C(=C(C=C2)OCC2CC2)Cl)F